(2S,4R)-4-hydroxy-1-[(2R)-3-methyl-2-(3-piperazin-1-ylisoxazol-5-yl)butanoyl]-N-[(1S)-1-[4-(4-methylthiazol-5-yl)phenyl]ethyl]pyrrolidine-2-carboxamide O[C@@H]1C[C@H](N(C1)C([C@H](C(C)C)C1=CC(=NO1)N1CCNCC1)=O)C(=O)N[C@@H](C)C1=CC=C(C=C1)C1=C(N=CS1)C